Cl.NC(CC1=NC(=NO1)C=1C=C(C=NC1)[C@@](O)(C1=CC=C(C=C1)C(C)C)C1(CN(C1)C)C)(C)C (R)-{5-[5-(2-Amino-2-methyl-propyl)-[1,2,4]oxadiazol-3-yl]pyridin-3-yl}-(1,3-dimethyl-azetidin-3-yl)-(4-isopropyl-phenyl)-methanol, hydrochloride salt